N-(2-chloro-3-(1-hydroxy-2,3-dihydro-1H-inden-4-yl)phenyl)-5-(2-hydroxypropyl)-1-methyl-4,5,6,7-tetrahydro-1H-imidazo[4,5-c]pyridine-2-carboxamide ClC1=C(C=CC=C1C1=C2CCC(C2=CC=C1)O)NC(=O)C=1N(C2=C(CN(CC2)CC(C)O)N1)C